N1(CCC1)CCCOC=1C=C2C=C(NC2=CC1)C(=O)N1C[C@H](C=2C3=C(C(=CC12)O)C=CC=C3)CCl (S)-(5-(3-(azetidin-1-yl)propoxy)-1H-indol-2-yl)(1-(chloromethyl)-5-hydroxy-1,2-dihydro-3H-benzo-[e]indol-3-yl)methanone